ClC=1C=C(C=CC1)C=1N=C2N(C=CN=C2)C1NC1=CC=C(C(=O)O)C=C1 4-[[2-(3-chlorophenyl)imidazo[1,2-a]pyrazin-3-yl]amino]benzoic acid